C1=C=CC=C=C1 p-Benzyne